N1(CCC1)C1=NN(C2=C1C=NC(=C2)Cl)C(C(CO[Si](C)(C)C(C)(C)C)O)(C)C 3-[3-(azetidin-1-yl)-6-chloro-pyrazolo[4,3-c]pyridin-1-yl]-1-[tert-butyl(dimethyl)silyl]oxy-3-methyl-butan-2-ol